ClC=1C=C(C=CC1)[C@H]1C[C@](C(N([C@@H]1C1=CC=C(C=C1)Cl)[C@H](CN(S(=O)(=O)C1CC1)C)CC)=O)(C)[C@@H](C(=O)OC)C (S)-Methyl 2-((3R,5R,6S)-5-(3-chlorophenyl)-6-(4-chlorophenyl)-3-methyl-1-((S)-1-(N-methylcyclopropanesulfonamido)butan-2-yl)-2-oxopiperidin-3-yl)propanoate